CC1=NOC(=N1)[C@@H](C)NC=1C2=C(N=CN1)N=CC(=C2)C2=NC=C(C=N2)C N-[(1R)-1-(3-methyl-1,2,4-oxadiazol-5-yl)ethyl]-6-(5-methylpyrimidin-2-yl)pyrido[2,3-d]pyrimidin-4-amine